tert-butyl (((3R,5S)-5-(aminomethyl)-1-benzylpyrrolidin-3-yl)methyl)carbamate NC[C@@H]1C[C@@H](CN1CC1=CC=CC=C1)CNC(OC(C)(C)C)=O